N,N-bistrimethylsilylaminopropylmethyldiethoxysilane C[Si](N([Si](C)(C)C)CCC[Si](OCC)(OCC)C)(C)C